3-(3,5-dichloro-4-(4-hydroxy-3-isopropylbenzyl)phenyl)-N-methylpropanamide ClC=1C=C(C=C(C1CC1=CC(=C(C=C1)O)C(C)C)Cl)CCC(=O)NC